CSC=1C=CC=CC1 m-methylmercaptobenzene